Benzyl (3S)-3-(4-bromophenyl)piperidine-1-carboxylate BrC1=CC=C(C=C1)[C@H]1CN(CCC1)C(=O)OCC1=CC=CC=C1